FC1=CC=C(CN2C(=NC=3N(C(N(C(C23)=O)CCCO)=O)C)OCCC)C=C1 7-(4-fluorobenzyl)-1-(3-hydroxypropyl)-3-methyl-8-propoxy-1H-purine-2,6(3H,7H)-dione